NC(CCNC1CC(CCC1C)N)N N'-diaminopropyl-4-methyl-cyclohexane-1,3-diamine